1-(2-Chlorophenyl)-4-((1-methyl-1H-pyrazol-4-yl)amino)-7-(trifluoromethyl)pyrido[2,3-d]pyrimidin-2(1H)-one ClC1=C(C=CC=C1)N1C(N=C(C2=C1N=C(C=C2)C(F)(F)F)NC=2C=NN(C2)C)=O